ClC=1C=C(C(=O)NC2=NN(C=C2C(=O)NCC2=C(C=CC=C2)C(F)(F)F)C)C=C(C1O)Cl 3-(3,5-dichloro-4-hydroxybenzoamido)-1-methyl-N-{[2-(trifluoromethyl)phenyl]methyl}-1H-pyrazole-4-carboxamide